BrC=1C=C(C=C(C1)C)C(CCC(=O)O)=O 4-(3-bromo-5-methylphenyl)-4-oxobutanoic acid